NC1=NC=CC(=C1Cl)SC=1C=CC=2C(=NC=C(N2)N2CCC3(CC2)[C@@H](C2=CC=C(C=C2C3)Cl)N)N1 (S)-1'-(6-((2-amino-3-chloropyridin-4-yl)thio)pyrido[2,3-b]pyrazin-2-yl)-5-chloro-1,3-dihydrospiro[indene-2,4'-piperidin]-1-amine